N(C1=CC=CC=C1)P(O)(O)=O anilinophosphonic acid